4-amino-2-butyl-1-{[1-(2-methoxyethyl)hexahydropyridin-4-yl]methyl}thiophene NC=1C=C(S(C1)CC1CCN(CC1)CCOC)CCCC